di(phenyl)benzidine C1(=CC=CC=C1)NC1=CC=C(C2=CC=C(NC3=CC=CC=C3)C=C2)C=C1